5-(difluoromethyl)-2-[3-(1-hydroxyethyl)-6-[5-[(6-methylpyridazin-3-yl)amino]benzimidazol-1-yl]-2-pyridyl]pyrazole-3-carbonitrile FC(C=1C=C(N(N1)C1=NC(=CC=C1C(C)O)N1C=NC2=C1C=CC(=C2)NC=2N=NC(=CC2)C)C#N)F